NC1=NN2C(C=C(C=C2)C=2C(=C(C(=O)NCC(C(C)(O)C3=CC=C(C=C3)Cl)(F)F)C(=CC2)C([2H])([2H])[2H])F)=N1 3-(2-amino-[1,2,4]triazolo[1,5-a]pyridin-7-yl)-N-(3-(4-chlorophenyl)-2,2-difluoro-3-hydroxybutyl)-2-fluoro-6-(methyl-d3)benzamide